[4-(4-fluorophenyl)-5-(pyridin-4-yl)-1H-imidazol-1-yl]-1-(4-methylpiperazin-1-yl)ethan-1-one FC1=CC=C(C=C1)C=1N=CN(C1C1=CC=NC=C1)CC(=O)N1CCN(CC1)C